COC1=CC=C(C(=O)/C=C/C(=O)O)C=C1 trans-3-(4-methoxybenzoyl)-acrylic acid